((S)-2-azido-3-fluoropropoxy)-tert-butyldimethylsilane N(=[N+]=[N-])[C@@H](CO[Si](C)(C)C(C)(C)C)CF